ClC=1C=C2C=C(N=CC2=C(N1)Cl)NC(=O)[C@H]1[C@@H](C1)C(F)(F)F trans-N-(6,8-dichloro-2,7-naphthyridin-3-yl)-2-(trifluoromethyl)cyclopropanecarboxamide